4-chloro-N-(5-(2-(((1r,4r)-4-(dimethylamino)cyclohexyl)-amino)-8-ethylquinazolin-6-yl)-6-methylpyridin-2-yl)-pyridine-3-sulfonamide ClC1=C(C=NC=C1)S(=O)(=O)NC1=NC(=C(C=C1)C=1C=C2C=NC(=NC2=C(C1)CC)NC1CCC(CC1)N(C)C)C